lithium dicyanotriazole C(#N)C1=C(N=NN1)C#N.[Li]